6-amino-2-butoxy-9-(2-methoxy-4-(3,9-diazaspiro[5.5]undecan-3-yl)benzyl)-9H-purin-8-ol NC1=C2N=C(N(C2=NC(=N1)OCCCC)CC1=C(C=C(C=C1)N1CCC2(CC1)CCNCC2)OC)O